(2R)-2-(6-{5-chloro-2-[(oxan-4-yl)amino]pyrimidin-4-yl}-1-oxo-2,3-dihydro-1H-isoindol-2-yl)-N-[(1S)-2-hydroxy-1-[2-(morpholin-4-yl)pyridin-4-yl]ethyl]propanamide ClC=1C(=NC(=NC1)NC1CCOCC1)C1=CC=C2CN(C(C2=C1)=O)[C@@H](C(=O)N[C@H](CO)C1=CC(=NC=C1)N1CCOCC1)C